N-[3-Fluoro-4-(2-{1H-pyrazolo[3,4-b]pyridin-5-yl}ethynyl)pyridin-2-yl]-2-methoxy-5-(trifluoromethyl)pyridine-3-sulfonamide FC=1C(=NC=CC1C#CC=1C=C2C(=NC1)NN=C2)NS(=O)(=O)C=2C(=NC=C(C2)C(F)(F)F)OC